Dimethyl 2-(5-hydroxy-1-oxoisoindolin-2-yl)pentanedioate Methyl-4-acetoxy-2-(bromomethyl)benzoate COC(C1=C(C=C(C=C1)OC(C)=O)CBr)=O.OC=1C=C2CN(C(C2=CC1)=O)C(C(=O)OC)CCC(=O)OC